CN(CCO)C.C(=C)C1=C(C=CC=C1)S(=O)(=O)O vinylbenzenesulfonic acid dimethyl-ethanolamine salt